(S)-N-[1-(5-bromo-4-methylpyrimidin-2-yl)-3-[(tert-butyldimethylsilyl)oxy]-3-methylcyclobutyl]-2-methylpropane-2-sulfinamide BrC=1C(=NC(=NC1)C1(CC(C1)(C)O[Si](C)(C)C(C)(C)C)N[S@@](=O)C(C)(C)C)C